CC1N(CCC1)C(=O)O.ClC1=C(C=CC=C1)CC(=O)NC=1C=NC(=C(C1)S(N)(=O)=O)N1N=CC(=C1)Cl 2-(2-chlorophenyl)-N-[6-(4-chloro-1H-pyrazol-1-yl)-5-sulfamoylpyridin-3-yl]acetamide 2-methylpyrrolidine-1-carboxylate